ClC1=C(C(=CC=C1Cl)O)[C@@H](C)NC(=O)C1CNC1 N-[(1R)-1-(2,3-dichloro-6-hydroxyphenyl)ethyl]azetidine-3-carboxamide